OC(C(=O)N1CCN(CC1)C=1C=NC(=CC1)NC=1SC=C(N1)C1=NC=CC=C1)(C)C 2-hydroxy-2-methyl-1-(4-(6-(4-(pyridin-2-yl)thiazol-2-ylamino)pyridin-3-yl)piperazin-1-yl)propan-1-one